N-[(3S)-9-fluoro-2-oxo-5-phenyl-1,3-dihydro-1,4-benzo-diazepin-3-yl]-2-(3-fluoropyridin-4-yl)-6-methoxyimidazo-[1,2-b]pyridazine-3-carboxamide FC1=CC=CC=2C(=N[C@@H](C(NC21)=O)NC(=O)C2=C(N=C1N2N=C(C=C1)OC)C1=C(C=NC=C1)F)C1=CC=CC=C1